5-hydroxy-2,3-dihydro-indene OC=1C=C2CCCC2=CC1